(S)-N-(7-((3-Hydroxyoxetan-3-yl)ethynyl)-5-methyl-4-oxo-2,3,4,5-tetrahydrobenzo[b][1,4]oxazepin-3-yl)-4-methoxypicolinamid OC1(COC1)C#CC1=CC2=C(OC[C@@H](C(N2C)=O)NC(C2=NC=CC(=C2)OC)=O)C=C1